4-[5-[(1S)-2-amino-1-hydroxyethyl]pyrimidin-2-yl]-3-(2-methyl-6-pyrrolidin-1-ylpyridin-4-yl)oxybenzonitrile NC[C@@H](O)C=1C=NC(=NC1)C1=C(C=C(C#N)C=C1)OC1=CC(=NC(=C1)N1CCCC1)C